C1(=CC=CC=C1)N1C(=NC(=C1C1=CC=CC=C1)C1=CC=CC=C1)C1=CC=C(C=C1)B1OC(C(O1)(C)C)(C)C 1,4,5-triphenyl-2-(4-(4,4,5,5-tetramethyl-1,3,2-dioxaborolan-2-yl)phenyl)-1H-imidazole